O=C1NC(CCC1NC(CC1=CC(=NC=C1)N1CCN(CC1)CC1CCN(CC1)C1=CC=C(C=C1)/C(=C(/CC)\C1=CC=CC=C1)/C1=CC=C(C=C1)O)=O)=O (E)-N-(2,6-dioxopiperidin-3-yl)-2-(2-(4-((1-(4-(1-(4-hydroxyphenyl)-2-phenylbut-1-en-1-yl)phenyl)piperidin-4-yl)methyl)piperazin-1-yl)pyridin-4-yl)acetamide